OC(COC=1C=C(C=2N(C1)N=CC2C#N)C=2C=NC(=CC2)N2CC1N(C(C2)C1)CC1=CNC(C=C1)=O)(C)C 6-(2-hydroxy-2-methylpropoxy)-4-(6-(6-((6-oxo-1,6-dihydropyridin-3-yl)methyl)-3,6-diazabicyclo[3.1.1]heptan-3-yl)pyridin-3-yl)pyrazolo[1,5-a]pyridine-3-carbonitrile